NC1=CC=C(C(=O)OC2=CC=C(C=C2)C=CC(=O)C2=CC=C(C(=O)O)C=C2)C=C1 4-[3-[4-(4-Aminobenzoyl)oxyphenyl]prop-2-enoyl]benzoic acid